5-amino-6-methyl-2-thiouracil NC=1C(NC(NC1C)=S)=O